NNC(NCCC[C@H](N)C(=O)O)=N ω-amino-arginine